FC(C(=O)O)(F)F.NC(CCCCCNC(=O)C1=CC=C(C=C1)NC(=O)C1=CC=C(CN(C(=O)C=2C=CC3=C(OCC(N3)=O)C2)C2CC2)C=C1)([2H])[2H] N-(4-((4-((6-aminohexyl-6,6-d2)carbamoyl)phenyl)carbamoyl)benzyl)-N-cyclopropyl-3-oxo-3,4-dihydro-2H-benzo[b][1,4]oxazine-7-carboxamide 2,2,2-trifluoroacetate